C12CN(CC2C1)C1=C(C=C(C=C1F)CC=1NC(=CN1)C(=O)OCC)F ethyl 2-[(4-{3-azabicyclo[3.1.0]hex-3-yl}-3,5-difluorophenyl) methyl]-1H-imidazole-5-carboxylate